tert-butyl 4-{[6-(5-chloro-2-fluorophenyl)-3-{[(3-{[(1-methylpiperidin-4-yl)methoxy] carbonyl} phenyl)methyl] sulfanyl} pyridazin-4-yl]amino}-1H-pyrrolo[2,3-b]pyridine-1-carboxylate ClC=1C=CC(=C(C1)C1=CC(=C(N=N1)SCC1=CC(=CC=C1)C(=O)OCC1CCN(CC1)C)NC1=C2C(=NC=C1)N(C=C2)C(=O)OC(C)(C)C)F